BrC1=C(C2=CN(N=C2C(=C1)C(=O)O)COCC[Si](C)(C)C)OC 5-bromo-4-methoxy-2-{[2-(trimethylsilyl)ethoxy]methyl}-2H-indazole-7-carboxylic acid